FC=1C=C(C=CC1C1=NNC(C=C1)=O)NC([C@H](C(C1=CC=CC=C1)C1=CC=CC=C1)NC(OC(C)(C)C)=O)=O tert-butyl (S)-(1-((3-fluoro-4-(6-oxo-1,6-dihydropyridazin-3-yl)phenyl)amino)-1-oxo-3,3-diphenylpropan-2-yl)carbamate